[Cl-].[Dy+3].[Cl-].[Cl-] Dysprosium(III) chloride